ClC1=C(OCC(=O)[O-])C=CC(=C1)Cl.[Nd+3].ClC1=C(OCC(=O)[O-])C=CC(=C1)Cl.ClC1=C(OCC(=O)[O-])C=CC(=C1)Cl neodymium 2,4-dichlorophenoxyacetate